2,2-dicyclopropylacetaldehyde C1(CC1)C(C=O)C1CC1